trifluoro-methyl-2,3-dihydroxynaphthacene FC1=C2C(=C3C(=C(C(=C(C3=CC2=CC2=CC=CC=C12)C)O)O)F)F